Cl.N(C(=N)N)CC(CO)(C)C 3-Guanidino-2,2-dimethyl-1-propanol hydrochloride